O1C=C(C=C1)C=1C(=CC2=CN(N=C2C1)CCC(C)(C)O)NC(=O)C=1N=C(SC1)C1=CC=CC=C1 N-(6-(furan-3-yl)-2-(3-hydroxy-3-methylbutyl)-2H-indazol-5-yl)-2-phenylthiazole-4-carboxamide